N-[4-[4-(3-aminobicyclo[1.1.1]pentane-1-carbonyl)piperazine-1-carbonyl]-3-chloro-phenyl]-5-(2,3-difluoro-4-methoxy-phenyl)-1-methyl-imidazole-2-carboxamide NC12CC(C1)(C2)C(=O)N2CCN(CC2)C(=O)C2=C(C=C(C=C2)NC(=O)C=2N(C(=CN2)C2=C(C(=C(C=C2)OC)F)F)C)Cl